C(C=C)OC(COC)CC=C ((2-(allyloxy)pent-4-en-1-yl)oxy)methane